C[SH2+].C(C(=C)C)(=O)N[C@@H](CS)C(=O)[O-] N-methacryloyl-L-cysteine methylsulfonium salt